pentadecylmagnesium iodide C(CCCCCCCCCCCCCC)[Mg]I